7-(2-(piperidin-1-yl)ethoxy)-N4-(quinolin-6-yl)quinazoline-4,6-diamine N1(CCCCC1)CCOC1=C(C=C2C(=NC=NC2=C1)NC=1C=C2C=CC=NC2=CC1)N